FC=1C(=NC=CC1)CNC1=NC=CC2=C1N=C(O2)CCNCCC2=NC1=C(N2CCN2CCOCC2)C=C2C(=C1)OCCO2 N-((3-fluoropyridin-2-yl)methyl)-2-(2-((2-(1-(2-morpholinoethyl)-6,7-dihydro-1H-[1,4]dioxino[2',3':4,5]benzo[1,2-d]imidazol-2-yl)ethyl)amino)ethyl)oxazolo[4,5-c]pyridin-4-amine